2-fluoro-4-{[1,2,4]triazolo[1,5-a]pyrimidin-7-yl}benzonitrile FC1=C(C#N)C=CC(=C1)C1=CC=NC=2N1N=CN2